1-((10-hydroxy-7-(2-methyl-3-morpholinopropionyl)-7-azaspiro[4.5]decan-10-yl)methyl)-N,N-dimethyl-6-oxo-4-phenyl-1,6-dihydropyridine-3-carboxamide OC1(CCN(CC12CCCC2)C(C(CN2CCOCC2)C)=O)CN2C=C(C(=CC2=O)C2=CC=CC=C2)C(=O)N(C)C